9,11-heptadecadienyl acetate C(C)(=O)OCCCCCCCCC=CC=CCCCCC